1-Methyl-5-(morpholinomethyl)-1H-pyrazol-3-amine CN1N=C(C=C1CN1CCOCC1)N